(2S,3S)-methyl 2-hydroxy-3-benzoylamino-3-phenylpropionate O[C@H](C(=O)OC)[C@H](C1=CC=CC=C1)NC(C1=CC=CC=C1)=O